triphenyl-(pyridin-3-ylmethyl)phosphonium chloride [Cl-].C1(=CC=CC=C1)[P+](CC=1C=NC=CC1)(C1=CC=CC=C1)C1=CC=CC=C1